O=C(C(=O)OC(C#CC(=O)OC(C)(C)C)C)C tert-butyl 4-((2-oxopropanoyl)oxy)pent-2-ynoate